C(CCCCC)OCOCCCC(C)Br 4-bromopentyl hexyloxymethyl ether